3-methyl-2'-(methylthio)-2,3,5',6'-tetrahydrospiro[indene-1,7'-pyrano[2,3-d]pyrimidin]-4'-yl trifluoromethanesulfonate FC(S(=O)(=O)OC=1C2=C(N=C(N1)SC)OC1(CC2)CC(C2=CC=CC=C21)C)(F)F